4-(4-methylphenyl)phenol CC1=CC=C(C=C1)C1=CC=C(C=C1)O